1-{[(2S,3S,4S)-3-ethyl-4-fluoro-5-oxo(3,4-bisdeutero)pyrrolidin-2-yl]methoxy}-7-methoxyisoquinoline-6-carboxamide C(C)[C@]1([C@H](NC([C@@]1([2H])F)=O)COC1=NC=CC2=CC(=C(C=C12)OC)C(=O)N)[2H]